2-methoxy-5-(tributylstannyl)pyrazine COC1=NC=C(N=C1)[Sn](CCCC)(CCCC)CCCC